(R)-(-)-1,1'-binaphthyl-2,2'-diyl hydrogen phosphate C1=CC=C2C(=C1)C=CC3=C2C4=C(C=CC5=CC=CC=C54)OP(=O)(O3)O